BrC1=CC=CC2=C1CNC(CC2)=O 9-bromo-4,5-dihydro-1H-benzo[c]azepin-3(2H)-one